3-(cyclohex-1-en-1-yl)-5-hydroxy-6-(4-methoxyphenyl)-2-phenylpyrazolo[1,5-a]pyrimidine C1(=CCCCC1)C=1C(=NN2C1N=C(C(=C2)C2=CC=C(C=C2)OC)O)C2=CC=CC=C2